(8-(methylamino)-5-(4-(pyridin-2-yloxy)phenyl)-2,7-naphthyridin-3-yl)cyclopropanecarboxamide CNC=1N=CC(=C2C=C(N=CC12)C1(CC1)C(=O)N)C1=CC=C(C=C1)OC1=NC=CC=C1